6-[4-[(3R,4S)-3-cyano-3-cyclopropyl-4-methyl-2-oxopyrrolidin-1-yl]pyrrolo[1,2-b]pyridazin-6-yl]-4-methylpyridine-3-carbonitrile C(#N)[C@@]1(C(N(C[C@H]1C)C=1C=2N(N=CC1)C=C(C2)C2=CC(=C(C=N2)C#N)C)=O)C2CC2